2-fluoro-5-methylphenyl-boronic acid FC1=C(C=C(C=C1)C)B(O)O